FCC1(CC1)CN1N=CC(=C1)C1=CC(=NC=C1C)N 4-(1-((1-(fluoromethyl)cyclopropyl)methyl)-1H-pyrazol-4-yl)-5-methylpyridin-2-amine